N-((3-amino-5-(4-fluorophenyl)-6-(1-methyl-6-oxo-1,6-dihydropyridin-3-yl)pyrazin-2-yl)methyl)-3-(difluoromethoxy)pyridineamide NC=1C(=NC(=C(N1)C1=CC=C(C=C1)F)C1=CN(C(C=C1)=O)C)CNC(=O)C1=NC=CC=C1OC(F)F